4'-(((3-aminopropyl)amino)methyl)-N-((4,6-dimethyl-2-oxo-1,2-dihydropyridin-3-yl)methyl)-5-(ethyl-(tetrahydro-2H-pyran-4-yl)amino)-4-methyl-[1,1'-biphenyl]-3-carboxamide TFA salt OC(=O)C(F)(F)F.NCCCNCC1=CC=C(C=C1)C1=CC(=C(C(=C1)N(C1CCOCC1)CC)C)C(=O)NCC=1C(NC(=CC1C)C)=O